tert-butyl (1-(4-((5-chloro-4-((2-(dimethylphosphono)phenyl)amino)pyrimidin-2-yl)amino)-3-methoxyphenyl)piperidin-4-yl)(methyl)carbamate ClC=1C(=NC(=NC1)NC1=C(C=C(C=C1)N1CCC(CC1)N(C(OC(C)(C)C)=O)C)OC)NC1=C(C=CC=C1)P(=O)(OC)OC